N-{4-[(3S)-3-butyl-6-methoxy-3,4-dihydroisoquinolin-1-yl]phenyl}-2-methylpyridine-4-carboxamide C(CCC)[C@@H]1N=C(C2=CC=C(C=C2C1)OC)C1=CC=C(C=C1)NC(=O)C1=CC(=NC=C1)C